COC1=CC=CC(=N1)C=O 6-methoxy-2-pyridinecarbaldehyde